N-(5-((2-(4-acetylpiperazin-1-yl)ethyl)carbamoyl)-2-methylpyridin-3-yl)-2-bromopyrazolo[5,1-b]thiazole-7-carboxamide C(C)(=O)N1CCN(CC1)CCNC(=O)C=1C=C(C(=NC1)C)NC(=O)C=1C=NN2C1SC(=C2)Br